2-(2,6-dioxopiperidin-3-yl)-5-(4-(piperidin-4-ylmethyl)piperazin-1-yl)isoindoline-1,3-dione O=C1NC(CCC1N1C(C2=CC=C(C=C2C1=O)N1CCN(CC1)CC1CCNCC1)=O)=O